3-Chlorobenzyl ((13S,16S)-17-cyclohexyl-13-formyl-9-methyl-10,15-dioxo-3,6-dioxa-9,14-diazaheptadecan-16-yl)carbamate C1(CCCCC1)C[C@@H](C(N[C@@H](CCC(N(CCOCCOCC)C)=O)C=O)=O)NC(OCC1=CC(=CC=C1)Cl)=O